N1=C(C=NC=C1)C(C)NS(=O)(=O)C N-(1-pyrazin-2-ylethyl)methanesulfonamide